2-(3-fluorophenyl)-acetamide FC=1C=C(C=CC1)CC(=O)N